5-bromo-1-(4-methoxybenzyl)-3-methyl-1,3-dihydrobenzo[c]isothiazole 2,2-dioxide BrC1=CC2=C(N(S(C2C)(=O)=O)CC2=CC=C(C=C2)OC)C=C1